C(CCCCOC1=CC(=C(C(=O)O)C=C1OC)[N+](=O)[O-])OC1=CC(=C(C(=O)O)C=C1OC)[N+](=O)[O-] 4,4'-(pentane-1,5-diylbis(oxy))bis(5-methoxy-2-nitrobenzoic acid)